C(CCCCCCC\C=C/CCCCCCCC)(=O)OC[C@@H](OO)COP(=O)([O-])OCC[N+](C)(C)C 1-Oleoyl-2-hydroxy-sn-glycero-3-phosphocholine